perfluorodecyl-methyl-dichlorosilane FC([Si](Cl)(Cl)C(C(C(C(C(C(C(C(C(C(F)(F)F)(F)F)(F)F)(F)F)(F)F)(F)F)(F)F)(F)F)(F)F)(F)F)(F)F